carbamoyl-dimyristoyloxy-propylamine C(N)(=O)CCCN(OC(CCCCCCCCCCCCC)=O)OC(CCCCCCCCCCCCC)=O